diethyl 2-(2,2-difluoroethyl)propanedioate Diethyl-malonate C(C)C(C(=O)O)(C(=O)O)CC.FC(CC(C(=O)OCC)C(=O)OCC)F